glycerin diacetate monocaprylate C(CCCCCCC)(=O)OCC(COC(C)=O)OC(C)=O